FC1=C(C(=C(C(=C1OC(C1=CC(=C(C=C1)OC(F)(F)F)N1C(NC(CC1)=O)=O)=O)F)F)F)F 3-(2,4-Dioxotetrahydropyrimidin-1(2H)-yl)-4-(trifluoromethoxy)benzoic acid pentafluorophenyl ester